(R)-1-(6-oxo-5-(trifluoromethyl)-1,6-dihydropyridin-3-yl)propan-2-yl 4-(5-(trifluoromethyl)pyrimidine-2-yl)piperazine-1-carboxylate FC(C=1C=NC(=NC1)N1CCN(CC1)C(=O)O[C@@H](CC1=CNC(C(=C1)C(F)(F)F)=O)C)(F)F